BrC1=CC2C(C3=CC=CC=C3C(C2C=C1)=O)=O 2-bromoanthracene-9,10(4aH,9aH)-dione